(R)-N-(4-(3-methyl-2-oxo-2,3-dihydrobenzo[d]thiazol-6-yl)-5,6,7,8-tetrahydroisoquinolin-8-yl)propanamide CN1C(SC2=C1C=CC(=C2)C2=CN=CC=1[C@@H](CCCC21)NC(CC)=O)=O